(S)-2-(2-chlorophenyl)-2-(2-((dimethoxyphosphoryl)oxy)-6,7-dihydro-thieno[3,2-c]pyridin-5(4H)-yl)acetic acid ClC1=C(C=CC=C1)[C@@H](C(=O)O)N1CC2=C(CC1)SC(=C2)OP(=O)(OC)OC